3,5-diethyl-4-iodophenol C(C)C=1C=C(C=C(C1I)CC)O